C1C2CC3(CC(CC13)C2)NCCOCCNC(OCCCC)=O butyl (2-(2-(((3as,6as)-hexahydro-2,5-methanopentalen-3a(1H)-yl)amino)ethoxy)ethyl)carbamate